ethyl (3r,5r,7r)-adamantane-1-carboxylate C12(CC3CC(CC(C1)C3)C2)C(=O)OCC